OCC(C)(C)C=1C(N(C=CC1)C1=NC=C(C(=C1)N1C(C=CC=C1C)=O)C)=O 2'-[3-(1-hydroxy-2-methylpropan-2-yl)-2-oxopyridin-1-yl]-5',6-dimethyl-[1,4'-bipyridine]-2-one